CC/C=C/C(=O)SCCNC(=O)CCNC(=O)[C@@H](C(C)(C)COP(=O)([O-])OP(=O)([O-])OC[C@@H]1[C@H]([C@H]([C@@H](O1)N2C=NC3=C(N=CN=C32)N)O)OP(=O)([O-])[O-])O The molecule is a 2,3-dehydroacyl-CoA(4-) arising from deprotonation of phosphate and diphosphate functions of pent-2-enoyl-CoA; major species at pH 7.3. It is a conjugate base of a pent-2-enoyl-CoA.